S(OC=1C=CC2=C(C=CC3=C2OC=2C4=C(C=CC2C32C3=CC=CC=C3C=3C=CC=CC23)C=C(C=C4)OS(=O)(=O)F)C1)(=O)(=O)F spiro[dibenzo[c,h]xanthene-7,9'-fluorene]-3,11-diyl bis(sulfurofluoridate)